NCC=1C=C(C=CC1Cl)NC1=NOC(C1)(C(F)(F)F)C1=CC(=C(C=C1)F)Cl N-(3-(aminomethyl)-4-chlorophenyl)-5-(3-chloro-4-fluorophenyl)-5-(trifluoromethyl)-4,5-dihydroisoxazol-3-amine